2-[2-methoxy-4-(1,3,5-trimethylpyrazol-4-yl)anilino]-5,6-dihydropyrimido[4,5-e]indolizine-7-carboxamide COC1=C(NC=2N=CC3=C(N4C=CC(=C4CC3)C(=O)N)N2)C=CC(=C1)C=1C(=NN(C1C)C)C